[Na+].CC1=C(C=C(C=C1)C)S(=O)(=O)[O-] 2,5-dimethylbenzenesulfonate sodium